FC1(CN(CC1(C)C)C=1C=2N(C(=CN1)C)N=C(C2)N2C(NC(C=C2)=O)=O)F [4-(3,3-difluoro-4,4-dimethyl-pyrrolidin-1-yl)-7-methyl-pyrazolo[1,5-a]pyrazin-2-yl]-1H-pyrimidine-2,4-dione